(R)-N-([1,1'-biphenyl]-3-yl)pyrrolidin-3-amine hydrochloride Cl.C1(=CC(=CC=C1)N[C@H]1CNCC1)C1=CC=CC=C1